BrC1=CC=C(C=C1)C1=CC=CC=C1 4-bromo-[1,1-biphenyl]